C(#N)C1=C(OC=2C(=C3C(N(C=NC3=CC2)[C@@H]2COC3(C2)CCNCC3)=O)F)C(=CC=C1NS(N(C)CC)(=O)=O)F (3s)-3-[6-[2-cyano-3-[[ethyl(methyl)sulfamoyl]amino]-6-fluoro-phenoxy]-5-fluoro-4-oxo-quinazolin-3-yl]-1-oxa-8-azaspiro[4.5]decane